C1=NC(=C2C(=N1)N(C=N2)[C@H]3[C@@H]([C@@H]([C@H](O3)COP(=O)(O)O)OP(=O)(O)O)O)N The molecule is an adenosine bisphosphate having two monophosphate groups at the 3'- and 5'-positions. It has a role as an Escherichia coli metabolite and a mouse metabolite. It is a conjugate acid of an adenosine 3',5'-bismonophosphate(4-).